C(C1=CC=CC=C1)N1[C@H]2[C@@H](OCC1)CCN(C2)C(=O)OC(C)(C)C (cis)-tert-Butyl 4-benzylhexahydro-2H-pyrido[4,3-b][1,4]oxazine-6(7H)-carboxylate